BrC1=CC2=C(N(C(=N2)N(C)C)COCC[Si](C)(C)C)C(=C1)C=O 5-bromo-2-(dimethylamino)-1-((2-(trimethylsilyl)ethoxy)methyl)-1H-benzo[d]imidazole-7-carbaldehyde